N-difluoroethyl-4-nitrobenzenesulfonamide FC(CNS(=O)(=O)C1=CC=C(C=C1)[N+](=O)[O-])F